N-(3-chloro-5-(methylsulfonamido)phenyl)-1-phenyl-1H-imidazole-4-carboxamide ClC=1C=C(C=C(C1)NS(=O)(=O)C)NC(=O)C=1N=CN(C1)C1=CC=CC=C1